2-(((1r,4r)-4-(((4-chloro-3-fluorophenyl)(3-fluorophenyl)carbamoyl-oxy)methyl)cyclohexyl)methoxy)acetic acid ClC1=C(C=C(C=C1)N(C(=O)OCC1CCC(CC1)COCC(=O)O)C1=CC(=CC=C1)F)F